C(C)(C)(C)OC(NCCC1=C(C=C(C=C1)[N+](=O)[O-])CSC)=O (2-((methylthio)methyl)-4-nitrophenylethyl)carbamic acid tert-butyl ester